O=C1N(C(CC1)=O)OC(CSC(CCC(=O)N([C@@H](C)C(=O)O)C)(C)C)=O.N[C@H](C(=O)NC1=C(C(=C(C=C1)Br)Cl)C(=O)C1=NC=CC=C1F)C (2S)-2-amino-N-[4-bromo-3-chloro-2-(3-fluoropyridine-2-carbonyl)phenyl]propionamide N-(4-((2-((2,5-dioxopyrrolidin-1-yl)oxy)-2-oxoethyl)thio)-4-methylpentanoyl)-N-methyl-L-alaninate